4,4'-bis(triazol-2-yl)stilbene-2,2'-disulfonic acid N=1N(N=CC1)C=1C=C(C(=CC1)C=CC=1C(=CC(=CC1)N1N=CC=N1)S(=O)(=O)O)S(=O)(=O)O